(2R,6S)-6-((4-bromophenoxy)methyl)-2-(iodomethyl)-2-methyl-1,4-dioxane BrC1=CC=C(OC[C@@H]2COC[C@](O2)(C)CI)C=C1